6-Chlorobenzo[d]oxazol-2(3H)-one ClC1=CC2=C(NC(O2)=O)C=C1